C(C)(C)(C)OC(=O)N1CC2(C1)C[C@@H]([C@@H](CC2)N2N=C1C=C(C(=CC1=C2)C(NC=2C=NN1C2N=CC=C1)=O)OC1CC1)C |r| Rac-(6s,7r)-7-(6-cyclopropoxy-5-(pyrazolo[1,5-a]pyrimidin-3-ylcarbamoyl)-2H-indazol-2-yl)-6-methyl-2-azaspiro[3.5]nonane-2-carboxylic acid tert-butyl ester